3-(2-chloro-4-(2-(3-chloro-4-(3-chloro-2-hydroxypropoxy)phenyl)propan-2-yl)phenoxy)propane-1,2-diol ClC1=C(OCC(CO)O)C=CC(=C1)C(C)(C)C1=CC(=C(C=C1)OCC(CCl)O)Cl